CC=1C(C2=C(N(C=3C=CC=CC23)C2=CC=CC=C2)C1C)[Zr]C1C(=C(C=2N(C=3C=CC=CC3C21)C2=CC=CC=C2)C)C bis(2,3-dimethyl-4-phenylcyclopenta[b]indolyl)zirconium